N1N=CC(=C1)C1=CC=C(C=C1)NC1=NC(=NC=C1)C1=CC=C2C=C(NC2=C1)C(=O)NC1CCN(CC1)C1=C(C=NC=C1)Cl 6-(4-((4-(1H-pyrazol-4-yl)phenyl)amino)pyrimidin-2-yl)-N-(1-(3-chloro-pyridin-4-yl)piperidin-4-yl)-1H-indole-2-carboxamide